C(CC)OC(C(=C)C)=O Propyl-methacrylat